C(C)(C)(C)OC(=O)N(C1=CC=C(C(=N1)C(=O)OC)Br)C(=O)OC(C)(C)C methyl 6-(bis(t-butoxycarbonyl) amino)-3-bromopyridinecarboxylate